F[C@H]1C2=C([C@@H]3CCCC(N3C1)=O)NC1=CC(=C(C(=C12)F)F)F (7S,12bS)-7,8,9,10-tetrafluoro-1H,2H,3H,4H,6H,7H,12H,12bH-indolo[2,3-a]quinolizin-4-one